3-(4-chlorophenyl)-2,2-difluoro-3-hydroxypropionamide ClC1=CC=C(C=C1)C(C(C(=O)N)(F)F)O